3-(2,7-dimethyl-1-oxooct-6-en-4-yl)-4-methylbenzonitrile CC(C=O)CC(CC=C(C)C)C=1C=C(C#N)C=CC1C